C1(=CC=CC=C1)N=NC1=CC=C(C=C1)N1C(C=CC1=O)=O N-[4-(phenylazo)phenyl]maleimide